2-octyl-1-dodecyl phosphate, magnesium salt [Mg+2].P(=O)(OCC(CCCCCCCCCC)CCCCCCCC)([O-])[O-]